3-(5-((4-Fluoropiperidin-2-yl)methoxy)-1-oxoisoindolin-2-yl)piperidine-2,6-dione FC1CC(NCC1)COC=1C=C2CN(C(C2=CC1)=O)C1C(NC(CC1)=O)=O